FC1(C(C=2C(=CSC2S(=O)(=O)C)C1)=O)F 5,5-difluoro-3-(methylsulfonyl)-5,6-dihydro-4H-cyclopenta[c]thiophen-4-one